FC=1C=NC=2C3=C(N=C(C2C1)N1CCCC2=C(C=CC=C12)C#CC(C)(O)C)N=NN3C 4-(1-(7-fluoro-1-methyl-1H-[1,2,3]triazolo[4,5-h][1,6]naphthyridin-5-yl)-1,2,3,4-tetrahydroquinolin-5-yl)-2-methylbut-3-yn-2-ol